C(C)OC=CC(CC)(CC)CC ethoxytriethylpropylene